C[C@@H]1COCCN1C1=CC(=C2C(=N1)C(=NS2)C2=CC=NN2)C2(CCOCC2)C#N (R)-4-(5-(3-methylmorpholino)-3-(1H-pyrazol-5-yl)isothiazolo[4,5-b]pyridin-7-yl)tetrahydro-2H-pyran-4-carbonitrile